5-(1-ethyl-1H-benzo[d][1,2,3]triazol-6-yl)-N-((1-fluorocyclopropyl)methyl)-7H-pyrrolo[2,3-d]pyrimidin-2-amine C(C)N1N=NC2=C1C=C(C=C2)C2=CNC=1N=C(N=CC12)NCC1(CC1)F